CN1CCN(CC1)C(C(=O)N1CCN(C2=CC=CC=C12)C1=CC=CC=C1)C 2-(4-methylpiperazin-1-yl)-1-(4-phenyl-3,4-dihydroquinoxaline-1(2H)-yl)propan-1-one